3-bromobiphenyl-d9 BrC1=C(C(=C(C(=C1[2H])[2H])[2H])C1=C(C(=C(C(=C1[2H])[2H])[2H])[2H])[2H])[2H]